4-chloro-1-methyl-1H-pyrrolo[3,2-c]pyridine-7-carboxylic acid ClC1=NC=C(C2=C1C=CN2C)C(=O)O